(9Z)-11-sulfo-octadec-9-enoic acid S(=O)(=O)(O)C(\C=C/CCCCCCCC(=O)O)CCCCCCC